methyl (3R)-3-amino-5-[(4-chlorophenyl)methyl]-8-fluoro-4-oxo-2,3-dihydro-1,5-benzothiazepine-7-carboxylate N[C@H]1CSC2=C(N(C1=O)CC1=CC=C(C=C1)Cl)C=C(C(=C2)F)C(=O)OC